1-(4-bromobenzenesulfonyl)piperidin-4-one BrC1=CC=C(C=C1)S(=O)(=O)N1CCC(CC1)=O